(2R,3S,5R)-5-(2-amino-6-oxo-1,6-dihydro-9H-purin-9-yl)-2-(hydroxymethyl)tetrahydrofuran-3-yl isobutyrate C(C(C)C)(=O)O[C@@H]1[C@H](O[C@H](C1)N1C=2N=C(NC(C2N=C1)=O)N)CO